COCCS(=O)(=O)N1CCOCC1 4-(2-methoxyethylsulfonyl)morpholin